ClC1=C(C=C(COC2NCCC3=CC=CC=C23)C=C1)F ((4-chloro-3-fluorobenzyl)oxy)-1,2,3,4-tetrahydroisoquinoline